8-methyl-6-chloro-2H-3,1-benzoxazine-2,4(1H)-dione CC1=CC(=CC=2C(OC(NC21)=O)=O)Cl